N-(3-(N-cyanosulfamoyl)phenyl)-3-(3,4-difluoro-2-methoxyphenyl)-5-methyl-5-(trifluoromethyl)tetrahydrothiophene-2-carboxamide C(#N)NS(=O)(=O)C=1C=C(C=CC1)NC(=O)C1SC(CC1C1=C(C(=C(C=C1)F)F)OC)(C(F)(F)F)C